(1S,3aS,6aR)-2-((R)-2-acetamido-2-phenylacetyl)-N-((R,Z)-4-fluoro-4-(methylsulfonyl)-1-((R)-2-oxopyrrolidin-3-yl)but-3-en-2-yl)octahydrocyclopenta[c]pyrrole-1-carboxamide C(C)(=O)N[C@@H](C(=O)N1[C@@H]([C@H]2[C@@H](C1)CCC2)C(=O)N[C@H](C[C@@H]2C(NCC2)=O)\C=C(/S(=O)(=O)C)\F)C2=CC=CC=C2